[1-[[2,2-difluoro-3-[[(3S,4S)-3-hydroxy-2,2-dimethyl-chroman-4-yl]carbamoyl]cyclopropyl]methyl]-4,4-diethyl-6-oxo-hexahydropyrimidin-2-ylidene]ammonium FC1(C(C1C(N[C@@H]1[C@@H](C(OC2=CC=CC=C12)(C)C)O)=O)CN1C(NC(CC1=O)(CC)CC)=[NH2+])F